NC1=C(C=C(C=C1)N1CC(N(C(C1)C)C(=O)OC(C)(C)C)C)N1CCC(CC1)(C)C tert-Butyl 4-(4-amino-3-(4,4-dimethylpiperidin-1-yl)phenyl)-2,6-dimethylpiperazine-1-carboxylate